CN(C)CC1=C(C(OC2=C(C(=CC(=C12)OC)O)C=O)=O)C 4-((dimethylamino)methyl)-7-hydroxy-5-methoxy-3-methyl-2-oxo-2H-chromene-8-carbaldehyde